COC1=C(C=CC=C1)S(=O)(=O)F 2-methoxy-benzenesulfonyl fluoride